ON1C(CC(CC1(C)C)=O)(C)C 1-hydroxy-2,2,6,6-tetramethylpiperidin-4-one